3-(1-oxo-5-(((1S,2S)-2-(((tetrahydro-2H-pyran-4-yl)methyl)amino)cyclohexyl)oxy)isoindolin-2-yl)piperidine-2,6-dione O=C1N(CC2=CC(=CC=C12)O[C@@H]1[C@H](CCCC1)NCC1CCOCC1)C1C(NC(CC1)=O)=O